1-(4-((4-((5-((3S,4S)-4-amino-3-methyl-2-oxa-8-azaspiro[4.5]decane-8-yl)pyrazin-2-yl)thio)-3-chloropyridin-2-yl)amino)pyrimidin-2-yl)-4-(hydroxymethyl)piperidin-4-ol hydrochloride Cl.N[C@@H]1[C@@H](OCC12CCN(CC2)C=2N=CC(=NC2)SC2=C(C(=NC=C2)NC2=NC(=NC=C2)N2CCC(CC2)(O)CO)Cl)C